FC1(CC2(CN(C2)C2=CC=C(C=N2)C=2C=NC=3CCN(CC3C2)C=2C(=C(C=3N(N2)C=NN3)C)C)C1)F 3-(6-(6,6-difluoro-2-azaspiro[3.3]heptan-2-yl)pyridin-3-yl)-6-(7,8-dimethyl-[1,2,4]triazolo[4,3-b]pyridazin-6-yl)-5,6,7,8-tetrahydro-1,6-naphthyridine